1-(6Z,9Z,12Z,15Z-octadecatetraenoyl)-2-(9Z,12Z-heptadecadienoyl)-glycero-3-phospho-(1'-sn-glycerol) CCCC/C=C\C/C=C\CCCCCCCC(=O)O[C@H](COC(=O)CCCC/C=C\C/C=C\C/C=C\C/C=C\CC)COP(=O)(O)OC[C@H](CO)O